FC(C=1C(=C(C=CC1)C(C)NC(=O)C=1C=C(C=C2C=NNC12)C1C[C@@H](SCC1)C1OCCCC1)F)F (R)-N-(1-(3-(difluoromethyl)-2-fluorophenyl)ethyl)-5-(1,1-dioxan-yl-tetrahydro-2H-thiopyran-4-yl)-1H-indazole-7-carboxamide